N-(2-(3-(dimethylamino)pyrrolidin-1-yl)-4-fluoro-5-(6-morpholinopyridin-3-yl)phenyl)-6-oxo-4-(trifluoromethyl)-1,6-dihydropyridine-3-carboxamide CN(C1CN(CC1)C1=C(C=C(C(=C1)F)C=1C=NC(=CC1)N1CCOCC1)NC(=O)C1=CNC(C=C1C(F)(F)F)=O)C